4-((4-(2-(3,4-difluorophenoxy)-2-methylpropanoyl)-2-methylpiperazin-1-yl)sulfonyl)benzoic acid FC=1C=C(OC(C(=O)N2CC(N(CC2)S(=O)(=O)C2=CC=C(C(=O)O)C=C2)C)(C)C)C=CC1F